P(=O)(O)(O)OC[C@H](N)[C@H](O)\C=C\CCCCCCCCCCCCC sphingosine 1-Phosphate